ClC1=CC(=C(C=C1)C1=C(N(N=N1)C)CN1N=CC(=CC1=O)N1CC(C1)OC=1N=NC=CC1)F 2-[[5-(4-chloro-2-fluoro-phenyl)-3-methyl-triazol-4-yl]methyl]-5-(3-pyridazin-3-yloxyazetidin-1-yl)pyridazin-3-one